tert-butyl 2-[(2R,3S,4S)-3-({[(3-fluorophenyl)methyl]carbamoyl}oxy)-4-hydroxy-2-{[4-(1,3-oxazol-5-yl)phenyl]methyl}pyrrolidin-1-yl]acetate FC=1C=C(C=CC1)CNC(=O)O[C@H]1[C@H](N(C[C@@H]1O)CC(=O)OC(C)(C)C)CC1=CC=C(C=C1)C1=CN=CO1